benzo[de]naphtho[1,8-gh]quinoline N1=CC=C2C=3C(C4=C5C(C13)=CC=CC5=CC=C4)=CC=C2